COC1=NC=CC=C1CC1(CC1)C(C(=O)N)C1N(CCCC1)C (1-((2-methoxypyridin-3-yl)methyl)cyclopropyl)-2-(1-methylpiperidin-2-yl)acetamide